Bis{4-[tris(3-sulfopropyl)]ammoniomethylphenoxide} Silicon [Si].S(=O)(=O)(O)CCC[N+](CCCS(=O)(=O)O)(CCCS(=O)(=O)O)CC1=CC=C([O-])C=C1.S(=O)(=O)(O)CCC[N+](CCCS(=O)(=O)O)(CCCS(=O)(=O)O)CC1=CC=C([O-])C=C1